C1(=CC=CC=C1)P([C@@H](C)[C-]1C=CC=C1)C1=CC=CC=C1.[CH-]1C=CC=C1.[Fe+2] [(1S)-1-(diphenylphosphino)ethyl]ferrocene